C(C)OC1OC=2CCCC(C2C(C1)CC)=O 2-ethoxy-4-ethyl-2,3,4,6,7,8-hexahydro-5H-chromen-5-one